BrC1=NC(=CC=C1Br)F 2,3-dibromo-6-fluoropyridine